N1=C(C=CC=C1)C(C)=O 1-(2-pyridyl)-ethanone